N-methyl-ethyl-pyrrolidinium tetrafluoroborate F[B-](F)(F)F.C[N+]1(CCCC1)CC